COC=1C=C(C=CC1OC)C(=O)N1CCC(CC1)CCCCNC(=O)C1=CC=2C(=CN=CC2)S1 N-(4-{1-[(3,4-dimethoxyphenyl)carbonyl]piperidin-4-yl}butyl)thieno[2,3-c]pyridine-2-carboxamide